BrC=1C=C2C(=[N+](C1)[O-])OC(C=C2)(C)C 6-bromo-2,2-dimethyl-2H-pyrano[2,3-b]pyridine-8-oxide